ClC1=NS(C2=C1C(=CC=C2)F)(=O)=O 3-chloro-4-fluorobenzo[d]isothiazol-1,1-dioxide